O=C1NC(CCC1N1C(C2=CC=C(C=C2C1=O)F)=O)=O 2-(2,6-dioxopiperidin-3-yl)-5-fluoroisoindol-1,3-dione